C(C1=CC=CC=C1)O[C@@H]1[C@@H](CO[C@@H]([C@@H]1OCC1=CC=CC=C1)COCC1=CC=CC=C1)C(=O)O (3R,4R,5R,6R)-4,5-bis(benzyloxy)-6-((benzyloxy)methyl)tetrahydro-2H-pyran-3-carboxylic acid